NCCN[C@@H](CS)C(=O)O (2-aminoethyl)-L-cysteine